FC1(CNCC1)F 3,3-difluoropyrroline